4-(vinylsulfonyl)benzene C(=C)S(=O)(=O)C1=CC=CC=C1